BrC=1C=CC(=C(C1)C(C)O)F 1-(5-bromo-2-fluorophenyl)ethan-1-ol